BrC1=CC=C(C=C1)NNS(=O)(=O)C=1C(=NN(C1)C)C(F)(F)F N'-(4-bromophenyl)-1-methyl-3-(trifluoromethyl)-1H-pyrazole-4-sulfonyl-hydrazine